C1(CCCCC1)NC1=C2C(=NC=C1C#CCNC1=CC=C(C#N)C=C1)NC=C2 4-((3-(4-(cyclohexylamino)-1H-pyrrolo[2,3-b]pyridin-5-yl)prop-2-yn-1-yl)amino)benzonitrile